4-cyano-N-[4-(3-cyanophenyl)-5-[2-methyl-6-(oxetan-3-yl)-4-pyridinyl]thiazol-2-yl]-4-methyl-piperidine-1-carboxamide C(#N)C1(CCN(CC1)C(=O)NC=1SC(=C(N1)C1=CC(=CC=C1)C#N)C1=CC(=NC(=C1)C1COC1)C)C